8-chloro-6-fluoro-N-methyl-[1,2,4]triazolo[4,3-a]quinazolin-5-amine ClC1=CC(=C2C(=NC=3N(C2=C1)C=NN3)NC)F